benzyl N-[(1S)-2-[[(1S)-2-[[(1S)-1-cyano-2-[(3S)-2-oxopyrrolidin-3-yl]ethyl]amino]-1-(cyclopropylmethyl)-2-oxo-ethyl]amino]-1-(1-naphthylmethyl)-2-oxo-ethyl]carbamate C(#N)[C@H](C[C@H]1C(NCC1)=O)NC([C@H](CC1CC1)NC([C@H](CC1=CC=CC2=CC=CC=C12)NC(OCC1=CC=CC=C1)=O)=O)=O